COCNC(=S)NCOC 1,3-bis(methoxymethyl)thiourea